(4-((1s,2s)-2-ethylcyclopropyl)-5-fluoropyrrolo[1,2-b]pyridazin-2-yl)pyrimidine-2,4(1h,3h)-dione C(C)[C@@H]1[C@H](C1)C=1C=2N(N=C(C1)N1C(NC(C=C1)=O)=O)C=CC2F